Copper indium Oxide [O-2].[In+3].[Cu+2]